NC1=C(C(=C(C=C1Cl)Cl)F)C1=C2C(=NC(=C1C#N)N1CC3(CN(C3)C(C=C)=O)CC1)CC(OC2)(C)C (P)-4-(2-amino-3,5-dichloro-6-fluorophenyl)-7,7-dimethyl-2-(2-(2-propenoyl)-2,6-diazaspiro[3.4]octan-6-yl)-7,8-dihydro-5H-pyrano[4,3-b]pyridine-3-carbonitrile